N,N-dimethyl-N-benzylanilinium tetrafluoroborate F[B-](F)(F)F.C[N+](C1=CC=CC=C1)(CC1=CC=CC=C1)C